(±)-(1R,2S,3R,4R,5S,6S)-7-(6-(4-fluorophenyl)hex-5-yn-1-yl)-7-azabicyclo[4.1.0]heptane-2,3,4,5-tetraol FC1=CC=C(C=C1)C#CCCCCN1[C@@H]2[C@@H]([C@H]([C@@H]([C@H]([C@H]12)O)O)O)O |r|